5-iodo-7-methyl-2-(trifluoromethyl)-7H-pyrrolo[2,3-d]pyrimidin-4-amine IC1=CN(C=2N=C(N=C(C21)N)C(F)(F)F)C